methyl 3-oxo-6-(trifluoromethyl)-1-azabicyclo[2.2.2]octane-2-carboxylate O=C1C(N2C(CC1CC2)C(F)(F)F)C(=O)OC